COC1=CC=CC=C1 4-METHOXYBENZENE